BrC1=C(C(=CC(=C1)OC(F)(F)F)F)N1N=C2N=C(NC(C2=C1)=O)OCC 2-[2-bromo-6-fluoro-4-(trifluoromethoxy)phenyl]-6-ethoxy-2,5-dihydro-4H-pyrazolo[3,4-d]pyrimidin-4-one